BrC1=CC=C2C=C(N=C(C2=C1)C=1C(=C(C#N)C=CC1)F)Cl (7-bromo-3-chloroisoquinolin-1-yl)-2-fluorobenzonitrile